FC(OC1=NC=CC(=C1)CNC(=O)NC1CCC2(C(C2)(F)F)CC1)F 1-[[2-(difluoromethoxy)pyridin-4-yl]methyl]-3-(2,2-difluorospiro[2.5]oct-6-yl)urea